F[C@@H]1[C@]2(CC[C@@](C[C@@H]1C(=C)C=1N=NC(=CN1)C=1C=C3C=CN=CC3=CC1O)(N2)C)C 6-(3-(1-((1R,2S,3R,5S)-2-fluoro-1,5-dimethyl-8-azabicyclo[3.2.1]octan-3-yl)vinyl)-1,2,4-triazin-6-yl)isoquinolin-7-ol